(3S)-3-({N-[(4-methoxy-1H-indol-2-yl) carbonyl]-L-leucyl}amino)-2-oxo-4-[(3S)-2-oxopyrrolidin-3-yl]butyl 1-methyl-L-prolinate CN1[C@@H](CCC1)C(=O)OCC([C@H](C[C@H]1C(NCC1)=O)NC([C@@H](NC(=O)C=1NC2=CC=CC(=C2C1)OC)CC(C)C)=O)=O